CN1N=C(C2=CC(=CC=C12)C=1N=C2N(C(C1)=O)C=C(C=C2C(C)NC2=C(C(=O)O)C=CC=C2)C)C 2-((1-(2-(1,3-dimethyl-1H-indazol-5-yl)-7-methyl-4-oxo-4H-pyrido[1,2-a]pyrimidin-9-yl)ethyl)amino)benzoic acid